Cl.CC1(C(C1)C1=NC(=NO1)C1(CCNCC1)C)C 4-[5-(2,2-dimethylcyclopropyl)-1,2,4-oxadiazol-3-yl]-4-methylpiperidine hydrochloride